tert-butyl 5-[7-[6-[bis[(4-methoxyphenyl)methyl]amino]-3-iodo-4-methyl-2-pyridyl]-6-chloro-2,8-difluoro-quinazolin-4-yl]-2,5-diazabicyclo[2.2.1]heptane-2-carboxylate COC1=CC=C(C=C1)CN(C1=CC(=C(C(=N1)C1=C(C=C2C(=NC(=NC2=C1F)F)N1C2CN(C(C1)C2)C(=O)OC(C)(C)C)Cl)I)C)CC2=CC=C(C=C2)OC